(S)-1-(1-acryloylpyrrolidin-3-yl)-3-((3,5-dimethoxyphenyl)ethynyl)-5-((2-methoxyethyl)amino)-1H-pyrazole-4-carboxamide C(C=C)(=O)N1C[C@H](CC1)N1N=C(C(=C1NCCOC)C(=O)N)C#CC1=CC(=CC(=C1)OC)OC